CP(=O)(C)C1=C(C=CC(=C1)N1CCOCC1)NC1=NC(=NC=C1C(F)(F)F)NC1=C(C=C(C(=O)NOC)C=C1)OC 4-((4-((2-(dimethylphosphoryl)-4-morpholinophenyl)amino)-5-(trifluoromethyl)pyrimidin-2-yl)amino)-N,3-dimethoxybenzamide